FC=1C=NC(=NC1)C=1C=C(C=CC1C)NC(=O)C1CCC=2C1=NC=CC2 N-[3-(5-fluoropyrimidin-2-yl)-4-methylphenyl]-6,7-dihydro-5H-cyclopenta[b]pyridine-7-carboxamide